ClC=1C(=NC(=NC1)NC1CCOCC1)C1=CC=C2CN(C(C2=C1)=O)CC(=O)N1[C@@H](C2=CC=CC(=C2CC1)CO)C 6-{5-chloro-2-[(oxacyclohex-4-yl)amino]pyrimidin-4-yl}-2-{2-[(1R)-5-(hydroxymethyl)-1-methyl-1,2,3,4-tetrahydroisoquinolin-2-yl]-2-oxoethyl}-2,3-dihydro-1H-isoindol-1-one